4-(bromomethyl)-1-fluoro-2-methoxybenzene BrCC1=CC(=C(C=C1)F)OC